(5-{[2-(4-chlorophenyl)imidazo[1,2-a]pyrimidin-3-yl]methyl}-2,5-diazabicyclo[2.2.2]oct-2-yl)methanone ClC1=CC=C(C=C1)C=1N=C2N(C=CC=N2)C1CN1C2CN(C(C1)CC2)C=O